C1(=NC=CC2=CC=CC=C12)CN1CCC2(CC1)COC1=C3CN(C(C3=CC=C12)=O)C1C(NC(CC1)=O)=O 3-(1'-(isoquinolin-1-ylmethyl)-6-oxo-6,8-dihydro-2H,7H-spiro[furo[2,3-e]isoindole-3,4'-piperidin]-7-yl)piperidine-2,6-dione